1-(trifluoromethyl)-1H-pyrazole-4-carbaldehyde FC(N1N=CC(=C1)C=O)(F)F